3-fluoro-N-(4-(oxazol-2-yl)pyridin-2-yl)benzamide FC=1C=C(C(=O)NC2=NC=CC(=C2)C=2OC=CN2)C=CC1